C1=CC=CC2=CC=3NC=4C=C5C(=CC4NC3C=C21)C=CC=C5 6,13-dihydrodibenzo[b,i]phenazine